1,2-di(2-pyridyl)ethene N1=C(C=CC=C1)C=CC1=NC=CC=C1